CN1C(CC2=CC(=C(C=C12)O)O)C(=O)O N-methyl-5,6-dihydroxyindoline-2-carboxylic acid